6-cyano-N-(5-((2-hydroxyethyl)thio)-1,3,4-thiadiazol-2-yl)-2-(2-methoxyphenyl)nicotinamide Benzyl-((1S,2S,5R)-5-((tert-butyldiphenylsilyl)oxy)-2-methylcyclohexyl)carbamate C(C1=CC=CC=C1)N(C(O)=O)[C@@H]1[C@H](CC[C@H](C1)O[Si](C1=CC=CC=C1)(C1=CC=CC=C1)C(C)(C)C)C.C(#N)C1=NC(=C(C(=O)NC=2SC(=NN2)SCCO)C=C1)C1=C(C=CC=C1)OC